C(CCCCCCCCC)N(C(CCCCCCCN(CCO)CCCCCCCC(=O)N(C)CCCCCCCCCC)=O)CCCCCCCCCC N,N-didecyl-8-((8-(decyl(methyl)amino)-8-oxooctyl)(2-hydroxyethyl)amino)octanamide